cesium pertechnetate [Tc](=O)(=O)(=O)[O-].[Cs+]